FC(C1=NN(C=N1)C1=C(C=C(C=C1)NC(CC1=C(C=CC=C1)F)=O)S(N)(=O)=O)F N-{4-[3-(difluoromethyl)-1H-1,2,4-triazol-1-yl]-3-sulfamoylphenyl}-2-(2-fluorophenyl)acetamide